FC1=C(C(=CC=C1)F)C1=NC=2C(=NNC2C=2C=C(N=C(C2N1)C)N1CCN(CC1)S(=O)(=O)C)C 8-(2,6-difluorophenyl)-5,11-dimethyl-13-(4-methylsulfonylpiperazin-1-yl)-3,4,7,9,12-pentazatricyclo[8.4.0.02,6]tetradeca-1(10),2(6),4,7,11,13-hexaene